FC=1C=C(C=CC1F)/C=C/C(=O)C1=CC=C(OCC(=O)N[C@@H]2[C@@H]([C@@H]3CC[C@H]([C@@H]4CC[C@@]5(OO[C@]43[C@H](O2)O5)C)C)C)C=C1 2-[4-[(E)-3-(3,4-Difluorophenyl)prop-2-enoyl]phenoxy]-N-[(1S,4S,5R,8S,9R,10S,12R,13R)-1,5,9-trimethyl-11,14,15,16-tetraoxatetracyclo[10.3.1.04,13.08,13]hexadecan-10-yl]acetamide